bicyclo[6.1.0]-non-4-yn-9-ylmethanol C12CCC#CCCC2C1CO